ClC=1N=CC2=C(N1)C(=CC(=N2)OC2=CC=C(C=C2)F)C2=CC=CC=C2 2-chloro-6-(4-fluorophenoxy)-8-phenylpyrido[3,2-d]pyrimidine